[Br-].C(CCCCCCCCCCCCCCC)[P+](CCCC)(CCCC)CCCC Hexadecyltributyl-phosphonium bromide